1,4-oxazepan-4-yl-[3-(pyrimidin-2-ylamino)-1-(2,2,2-trifluoroethyl)pyrazolo[4,3-c]pyridin-6-yl]methanone O1CCN(CCC1)C(=O)C1=CC2=C(C=N1)C(=NN2CC(F)(F)F)NC2=NC=CC=N2